N-[1-Methyl-3-[2-(4-morpholino-anilino)pyrimidin-4-yl]indol-6-yl]prop-2-enamide CN1C=C(C2=CC=C(C=C12)NC(C=C)=O)C1=NC(=NC=C1)NC1=CC=C(C=C1)N1CCOCC1